C(C)OC(=O)C1=C(C2=C(CC3(C4=CN(N=C24)C[C@@H]2OCCOC2)CC3)O1)C(F)(F)F 2'-{[(2S)-1,4-Dioxacyclohexan-2-yl]methyl}-8'-(trifluoromethyl)-2',5'-dihydrospiro[cyclopropane-1,4'-furo[2,3-g]indazole]-7'-carboxylic acid ethyl ester